isothiazolo[5,4-d]pyrimidine S1N=CC=2C1=NC=NC2